CC([C@@H](C(=O)N1[C@@H]([C@H]2C([C@H]2C1)(C)C)C(=O)OC(C)(C)C)NC1=NC=CC=N1)(C)C tert-butyl (1R,2S,5S)-3-[(2S)-3,3-dimethyl-2-(pyrimidin-2-ylamino)butanoyl]-6,6-dimethyl-3-azabicyclo[3.1.0]hexane-2-carboxylate